C(#C)C1=C2C=CC(=CC2=CC=C1F)O 5-ethynyl-6-fluoro-naphthalene-2-ol